potassium phosphane P.[K]